C(C)O[Si](CCCC1C(=O)OC(C1)=O)(OCC)OCC 3-(triethoxysilyl)propyl-succinic anhydride